BrC1=CC=C2C(=C(C(NC2=C1F)=O)CCO)O 7-bromo-8-fluoro-4-hydroxy-3-(2-hydroxyethyl)quinolin-2(1H)-one